CN1C(=NC2=C1C=CC=C2)NC(C2=CC=CC=C2)=O N-(1-methylbenzimidazol-2-yl)benzamide